CC(C(=O)O[C@H]1[C@@H](O[C@@H]([C@H]1OC(C(C)C)=O)COC(C1=CC=CC=C1)(C1=CC=C(C=C1)OC)C1=CC=C(C=C1)OC)N1C=2N=C(NC(C2N=C1)=O)NC(C1=CC=CC=C1)=O)C (2R,3R,4R,5R)-2-(2-benzamido-6-oxo-1,6-dihydro-9H-purin-9-yl)-5-((bis(4-methoxyphenyl)(phenyl)methoxy)methyl)tetrahydrofuran-3,4-diyl bis(2-methylpropanoate)